5-(4-((3-acetamidobenzyl)oxy)phenyl)-2-oxo-6-(trifluoromethyl)-1,2-dihydropyridine-3-carboxamide C(C)(=O)NC=1C=C(COC2=CC=C(C=C2)C=2C=C(C(NC2C(F)(F)F)=O)C(=O)N)C=CC1